1-(((7-(2-amino-7-fluorobenzo[d]thiazol-4-yl)-4-(3,8-diazabicyclo[3.2.1]octan-3-yl)-8-fluoro-6-(trifluoromethyl)quinazolin-2-yl)oxy)methyl)cyclopentane-1-carbonitrile NC=1SC2=C(N1)C(=CC=C2F)C2=C(C=C1C(=NC(=NC1=C2F)OCC2(CCCC2)C#N)N2CC1CCC(C2)N1)C(F)(F)F